Cl.ClC=1SC2=C(N1)[C@H](C1(CCNCC1)C2)N (4S)-2-chlorospiro[4,6-dihydro-cyclopenta[d]thiazol-5,4'-piperidin]-4-amine hydrochloride